C1(=CC=CC=C1)C1=NC(=NC(=C1)C1=CC=CC=C1)N(\N=C/C=1C=C(C(=CC1)O)O)C (Z)-4-((2-(4,6-diphenylpyrimidin-2-yl)-2-methylhydrazono)methyl)benzene-1,2-diol